C1CCC2=C(C=3CCCC3C=C12)NC(=O)N[S@@](=O)(=N)C=1C=NN2C1OCC2 (S)-N-((1,2,3,5,6,7-hexahydro-s-indacen-4-yl)carbamoyl)-2,3-dihydropyrazolo[5,1-b]oxazole-7-sulfonimidamide